C(C1=CC=CC=C1)O[C@@](CCC=C)(C(F)(F)F)C1=NN=C(O1)C1=NC(=C(C=C1NC(OC(C)(C)C)=O)C(F)(F)F)SCCC=C tert-Butyl N-[2-[5-[(1R)-1-benzyloxy-1-(trifluoromethyl)pent-4-enyl]-1,3,4-oxadiazol-2-yl]-6-but-3-enylsulfanyl-5-(trifluoromethyl)-3-pyridyl]carbamate